COC1=CC=C(C(=N1)C(F)(F)F)N1C=NC(=C1)C1=NC(=NC=C1C(F)(F)F)NC1CCN(CC1)S(=O)(=O)C 4-(1-(6-Methoxy-2-(trifluoromethyl)pyridin-3-yl)-1H-imidazol-4-yl)-N-(1-(methylsulfonyl)piperidin-4-yl)-5-(trifluoro-methyl)pyrimidin-2-amine